FC=1C=C(C=CC1F)NC(=O)NC=1C=C2C=CN(C2=CC1)C 1-(3,4-difluoro-phenyl)-3-(1-methyl-1H-indol-5-yl)urea